ClC=1C=C(C=C2C=C(N=CC12)NC(=O)[C@H]1[C@H](C1)F)C=1C=NN(C1C)C1OCCCC1 cis-N-[8-chloro-6-(5-methyl-1-tetrahydropyran-2-yl-pyrazol-4-yl)-3-isoquinolinyl]-2-fluoro-cyclopropanecarboxamide